methyl 5-((6-chloro-5-(4'-((2-(2-hydroxyethoxy)ethoxy)methyl)-[1,1'-biphenyl]-4-yl)-1-((2-(trimethylsilyl)ethoxy)methyl)-1H-benzo[d]imidazol-2-yl)oxy)-2-methylbenzoate ClC=1C(=CC2=C(N(C(=N2)OC=2C=CC(=C(C(=O)OC)C2)C)COCC[Si](C)(C)C)C1)C1=CC=C(C=C1)C1=CC=C(C=C1)COCCOCCO